1-(3-allyl-2,4-dihydroxyphenyl)ethanone C(C=C)C=1C(=C(C=CC1O)C(C)=O)O